di-(p-tert-butyl-phenyl)methylene(cyclopentadienyl)(2,7-diphenyl-3,6-di-tert-butylfluorenyl)zirconium dichloride [Cl-].[Cl-].C(C)(C)(C)C1=CC=C(C=C1)C(=[Zr+2](C1=C(C(=CC=2C3=CC(=C(C=C3CC12)C1=CC=CC=C1)C(C)(C)C)C(C)(C)C)C1=CC=CC=C1)C1C=CC=C1)C1=CC=C(C=C1)C(C)(C)C